BrC=1C=C(C(=O)N[C@H](C(F)(F)F)C)C=C(C1)C1(CC1)C (S)-3-bromo-5-(1-methylcyclopropyl)-N-(1,1,1-trifluoropropan-2-yl)benzamide